C(C)(=O)NC=1C(=C(C(=O)O)C(=C(C1I)N)I)I 3-acetamido-5-amino-2,4,6-triiodo-benzoic acid